n-dodecanoate CCCCCCCCCCCC(=O)O